Tert-butyl 3-(1-(4-chlorophenyl)piperidin-4-yl)azetidine-1-carboxylate ClC1=CC=C(C=C1)N1CCC(CC1)C1CN(C1)C(=O)OC(C)(C)C